C1(=CC=C(C=C1)CCC(=O)Cl)C 3-(p-tolyl)propanoyl chloride